BrC1=CC=CC=2N1C(=NN2)C=O 5-bromo-[1,2,4]triazolo[4,3-a]pyridine-3-carbaldehyde